C(#N)/C(/C(=O)NCC1=CC(=CC=C1)N1CCOCC1)=C\C1=CNC2=NC=CC=C21 (E)-2-cyano-N-(3-morpholinobenzyl)-3-(1H-pyrrolo[2,3-b]pyridin-3-yl)acrylamide